2-(2-(3'-(3-(9-oxa-2-azaspiro[5.5]undecan-2-yl)propoxy)-2,2'-dimethyl-[1,1'-biphenyl]-3-yl)-6,7-dihydrothiazolo[5,4-c]pyridin-5(4H)-yl)ethanol C1N(CCCC12CCOCC2)CCCOC=2C(=C(C=CC2)C2=C(C(=CC=C2)C=2SC=1CN(CCC1N2)CCO)C)C